4-chloro-3-nitro-N-(pivaloyloxy)benzamide ClC1=C(C=C(C(=O)NOC(C(C)(C)C)=O)C=C1)[N+](=O)[O-]